2-(9-oxo-2-(2-phenylpropanoyl)-7-oxa-2,10-diazaspiro[5.6]-dodecan-10-yl)acetic acid O=C1COC2(CCCN(C2)C(C(C)C2=CC=CC=C2)=O)CCN1CC(=O)O